C(C1=CC=CC=C1)N(CC1=CC=CC=C1)C(C(C)F)O (dibenzylamino)-2-fluoropropan-1-ol